9-{4-[4-cyano-4'-(3-cyano-9H-carbazol-9-yl)-5,6-bis[4-(3-cyano-9H-carbazol-9-yl)phenyl]-2-(2,6-dimethylpyridin-4-yl)-[1,1'-biphenyl]-3-yl]phenyl}-9H-carbazole-3-carbonitrile C(#N)C1=C(C(=C(C(=C1C1=CC=C(C=C1)N1C2=CC=CC=C2C=2C=C(C=CC12)C#N)C1=CC=C(C=C1)N1C2=CC=CC=C2C=2C=C(C=CC12)C#N)C1=CC=C(C=C1)N1C2=CC=CC=C2C=2C=C(C=CC12)C#N)C1=CC(=NC(=C1)C)C)C1=CC=C(C=C1)N1C2=CC=CC=C2C=2C=C(C=CC12)C#N